(4-fluorophenyl)-2-phenylethanone FC1=CC=C(C=C1)C(CC1=CC=CC=C1)=O